ClC1=CC=C(C(=N1)S(=O)(=O)C)F 6-chloro-3-fluoro-2-(methylsulfonyl)pyridine